COC1=CC(=C(C=O)C=C1)C(CCCC)=O 4-methoxy-2-pentanoyl-benzaldehyde